CC1CC(CCCCCCCCC/C=C/C1)=O (5E)-3-METHYL-5-CYCLOPENTADECEN-1-ONE